((2-((4-(6-((4-chloro-2-fluorobenzyl)oxy)-5-fluoropyridin-2-yl)piperidin-1-yl)methyl)-5-(5-(trifluoromethyl)-4H-1,2,4-triazol-3-yl)pyridin-3-yl)methyl)cyclopropane-1-carbonitrile ClC1=CC(=C(COC2=C(C=CC(=N2)C2CCN(CC2)CC2=NC=C(C=C2CC2(CC2)C#N)C2=NN=C(N2)C(F)(F)F)F)C=C1)F